pentadecyldin-propyl-(3-triethoxysilylpropyl)ammonium chloride [Cl-].C(CCCCCCCCCCCCCC)[N+](CCC[Si](OCC)(OCC)OCC)(CCC)CCC